bis(tri-t-amyl-phosphine) palladium [Pd].C(C)(C)(CC)P(C(C)(C)CC)C(C)(C)CC.C(C)(C)(CC)P(C(C)(C)CC)C(C)(C)CC